3-(3-fluoro-4-(2-(pyrene-2-yl)vinyl)phenyl)acrylic acid FC=1C=C(C=CC1C=CC1=CC2=CC=C3C=CC=C4C=CC(=C1)C2=C43)C=CC(=O)O